FC(C=1C=C(C=NC1)C#N)(F)F 5-(trifluoromethyl)pyridine-3-carbonitrile